O1P(OCC1CCCl)(=O)OP(=O)([O-])[O-] cis-(2-chloroethyl)ethylene diphosphate